ClC1=C(C=C(C(=C1)F)N1C(N(C(N(C1=O)C)=S)C)=O)C1=NOC(C1)(C(=O)OC)C methyl 3-[2-chloro-5-(3,5-dimethyl-2,6-dioxo-4-sulfanylidene-1,3,5-triazinan-1-yl)-4-fluorophenyl]-5-methyl-4,5-dihydro-1,2-oxazole-5-carboxylate